butyl-butyl alcohol C(CCC)C(CCC)O